C(=O)(OC(C)(C)C)[N] BocNitrogen